C(C)(C)(C)OC(=O)N1CCC(CC1)(O)C1=CC(=CC=C1)Cl 4-(3-Chlorophenyl)-4-hydroxypiperidine-1-carboxylic acid tert-butyl ester